dimethyl(((3S,5R)-5-methyl-1-(2-(6-(difluoromethoxy)imidazo[1,2-a]pyridin-3-yl)pyrimidin-4-yl)piperidin-3-yl)imino)-λ6-sulfanone CS(=O)(=N[C@@H]1CN(C[C@@H](C1)C)C1=NC(=NC=C1)C1=CN=C2N1C=C(C=C2)OC(F)F)C